ethyl (S)-3-amino-3-(2',4',5-trifluorobiphenyl-3-yl)propanoate N[C@@H](CC(=O)OCC)C=1C=C(C=C(C1)F)C1=C(C=C(C=C1)F)F